C(C(C)C)(=O)O[C@@H]1[C@@](O[C@H](C1)N1C2=NC(=NC(=C2N=C1)N)F)(C#C)CO[P@](=O)(OC1=CC=CC=C1)N[C@H](C(=O)OCC(CC)CC)C (2R,3S,5R)-5-(6-amino-2-fluoro-9H-purin-9-yl)-2-((((S)-(((S)-1-(2-ethylbutoxy)-1-oxopropan-2-yl)amino)(phenoxy)phosphoryl)oxy)methyl)-2-ethynyltetrahydrofuran-3-yl isobutyrate